5-methyl-3-(3-oxocyclohex-1-en-1-yl)-2-phenyl-6-(quinolin-6-yl)pyrazolo[1,5-a]pyrimidin-7(4H)-one CC=1NC=2N(C(C1C=1C=C3C=CC=NC3=CC1)=O)N=C(C2C2=CC(CCC2)=O)C2=CC=CC=C2